tert-butyl 1-(2,6-dioxo-3-piperidyl)spiro[2,4-dihydroquinoline-3,4'-piperidine]-1'-carboxylate O=C1NC(CCC1N1CC2(CCN(CC2)C(=O)OC(C)(C)C)CC2=CC=CC=C12)=O